C(C)(C)N1N=CC=C1C=1C(=NC=CN1)COC1=CN=C(C=C1C=O)OC 5-((3-(1-isopropyl-1H-pyrazol-5-yl)pyrazin-2-yl)methoxy)-2-methoxyisonicotinaldehyde